NCCN(C(OCC1C2=CC=CC=C2C=2C=CC=CC12)=O)CCNC(CCOCCOCCC(=O)OCC=C)=O allyl 4-(2-aminoethyl)-1-(9H-fluoren-9-yl)-3,8-dioxo-2,11,14-trioxa-4,7-diazaheptadecan-17-oate